di(2,6-diethylphenyl)bis(ethoxymethyl)silane C(C)C1=C(C(=CC=C1)CC)[Si](COCC)(COCC)C1=C(C=CC=C1CC)CC